C1(CCCC1)OC1=C(C(=C(C=C1)NC(=O)C1=COC2=C1C=CC(=C2)C2=NN=NN2)F)F N-(4-(cyclopentyloxy)-2,3-difluorophenyl)-6-(1H-tetrazol-5-yl)benzofuran-3-carboxamide